ClC=1C(=NC(=NC1)NC1=CC=C(C=C1)N1CCN(CC1)C)NC=1C=CC=C2CNC(C12)=O 7-((5-chloro-2-((4-(4-methylpiperazin-1-yl)phenyl)amino)pyrimidin-4-yl)amino)isoindolin-1-one